C(CCCCC)C1=C(SC(=C1)C=1SC=CC1CCCCCC)C(F)(F)F 3-hexyl-5-(3-hexyl-2-thienyl)-2-(trifluoromethyl)thiophene